FC=1C(=C(C(=C2C(=C(C(=C(C12)[B-](C1=C(C(=C(C2=C(C(=C(C(=C12)F)F)F)F)F)F)F)(C1=C(C(=C(C2=C(C(=C(C(=C12)F)F)F)F)F)F)F)C1=C(C(=C(C2=C(C(=C(C(=C12)F)F)F)F)F)F)F)F)F)F)F)F)F.C[NH3+] methylammonium [tetrakis(heptafluoronaphthalenyl)borate]